copper(II) ethylenediamine hydroxide [OH-].C(CN)N.[Cu+2].[OH-]